C[C@H]1N(CCOC1)C=1C=C(C=2N(N1)C(=CN2)C2=CC=NN2)N2CCOCC2 (R)-3-methyl-4-(8-morpholinyl-3-(1H-pyrazol-5-yl)imidazo[1,2-b]pyridazin-6-yl)morpholine